allyl (S)-3-(2-((R)-2-amino-3-phenylpropoxy)-1-naphthamido)-4-((3-methoxyphenethyl)amino)-4-oxobutanoate N[C@@H](COC1=C(C2=CC=CC=C2C=C1)C(=O)N[C@@H](CC(=O)OCC=C)C(=O)NCCC1=CC(=CC=C1)OC)CC1=CC=CC=C1